4-(cinnamoyl-oxy)-1,1'-biphenyl C(C=CC1=CC=CC=C1)(=O)OC1=CC=C(C=C1)C1=CC=CC=C1